ClC1=C(C=C2C=C(N=CC2=C1)NC(=O)[C@@H]1[C@@H]([C@H]1C1=NC=CC=C1)C)N1CC[NH+](CC1)[C@]1(COC[C@H]1F)C (1R,2R,3R)-N-[7-chloro-6-[4-((3S,4S)-4-fluoro-3-methyl-tetrahydrofuran-3-yl)piperazin-4-ium-1-yl]-3-isoquinolyl]-2-methyl-3-(2-pyridyl)cyclopropanecarboxamide